(3-bromo-1H-pyrrolo[2,3-b]pyridin-5-yl)ethanone BrC1=CNC2=NC=C(C=C21)C(C)=O